NC=1SC=2CC(CCC2C1C(=O)OCC)(COC(F)F)C#N ethyl 2-amino-6-cyano-6-(difluoromethoxymethyl)-4,5,6,7-tetrahydro-1-thia-3-indenecarboxylate